CC1=C(C=C(C=C1)NC(=O)[C@@H]1[C@H]2N(C[C@@H]1CC2)CC(F)(F)F)C2=NC=CC=C2 (1S,4R,7S)-N-(4-methyl-3-(pyridin-2-yl)phenyl)-2-(2,2,2-trifluoroethyl)-2-azabicyclo[2.2.1]heptane-7-carboxamide